methyl-6-bromo-3-methyl-1-(oxan-2-yl)indazole 3-methyl-1-(oxan-2-yl)indazole-6-carboxylate CC1=NN(C2=CC(=CC=C12)C(=O)O)C1OCCCC1.CC1=C2C(=NN(C2=CC(=C1)Br)C1OCCCC1)C